tetraethylenglycol tosylate S(=O)(=O)(C1=CC=C(C)C=C1)OCCOCCOCCOCCO